(S)-N-(3-(2-(((2R,3R)-3-hydroxybutan-2-yl)oxy)-6-morpholinopyridin-4-yl)-4-methylphenyl)-3-(trifluoromethoxy)pyrrolidine-1-carboxamide O[C@@H]([C@@H](C)OC1=NC(=CC(=C1)C=1C=C(C=CC1C)NC(=O)N1C[C@H](CC1)OC(F)(F)F)N1CCOCC1)C